(S)-3-(methylamino)-1-(2-thienyl)propan-1-ol CNCC[C@H](O)C=1SC=CC1